tetrahydropyran-4-yl-(2,2,2-trifluoroethyl)cyanamide O1CCC(CC1)N(C#N)CC(F)(F)F